CN(C1=CC=C(C(=N1)F)C1=CC=C(C=C1)C=1N=C2N(C=C(C=C2)OCCOCCOC=2C=C(C(C(=O)O)=CC2)C(=O)O)C1)C 4-[2-[2-[2-[4-[6-(dimethylamino)-2-fluoro-pyridin-3-yl]phenyl]imidazo[1,2-a]pyridin-6-yl]-oxyethoxy]ethoxy]phthalic acid